C12C3C(NC(C3C(C=C1)C2)=O)=O 4-aza-tricyclo[5.2.1.02,6]Dec-8-ene-3,5-dione